C(C)N1N=C2C(=NN(C(C2=C1)=O)CC(=O)NC1=NC=CC=N1)CC (2,7-diethyl-4-oxo-pyrazolo[3,4-d]pyridazin-5-yl)-N-pyrimidin-2-yl-acetamide